C(C(C)C)N1C=CC=2C(=NC(=CC21)NC=2SC(=CN2)C)OC2CN(C2)C(C=C)=O 1-(3-((1-isobutyl-6-((5-methylthiazol-2-yl)amino)-1H-pyrrolo[3,2-c]pyridin-4-yl)oxy)azetidin-1-yl)prop-2-en-1-one